2-Amino-1-(3-methoxy-2,6-dimethylphenyl)-5,6-dimethyl-1H-pyrrolo[2,3-b]pyridine-3-carboxylic acid benzyl ester C(C1=CC=CC=C1)OC(=O)C1=C(N(C2=NC(=C(C=C21)C)C)C2=C(C(=CC=C2C)OC)C)N